4-(Bromomethyl)-2,3-difluorobenzonitrile BrCC1=C(C(=C(C#N)C=C1)F)F